(2R,4S)-tert-butyl 2-(5-(3-cyclopropyl-1-((R)-1,1-dimethylethylsulphinylidene)-1-(pyridin-4-yl) propyl)-2-fluorophenylcarbamoyl)-4-methylpyrrolidine-1-carboxylate C1(CC1)CC(C(C1=CC=NC=C1)=S(=O)C(C)(C)C)C=1C=CC(=C(C1)NC(=O)[C@@H]1N(C[C@H](C1)C)C(=O)OC(C)(C)C)F